C1(=CC=CC=C1)C=1C(=CC=CC1)C1=CC=CC=C1 o-ter-phenyl